CCCCCCCC/C=C\\CCCCCCCC(=O)OC[C@H](COP(=O)([O-])OCC[N+](C)(C)C)O The molecule is an oleoyl-sn-glycero-3-phosphocholine in which the acyl group at position 1 is (9Z)-octadecenoyl (oleoyl) and the hydroxy group at position 2 is unsubstituted. It is a lysophosphatidylcholine (18:1/0:0), a 1-O-acyl-sn-glycero-3-phosphocholine and an oleoyl-sn-glycero-3-phosphocholine.